O=C(C(=O)OCCOCCOC(C(C1=CC=CC=C1)=O)=O)C1=CC=CC=C1 oxo-phenylacetic acid-2-[2-oxo-2-phenyl-acetoxy-ethoxy]-ethyl ester